ClC1=NSC=2C1=NC(=CC2OCC2=CC=C(C=C2)OC)N2[C@@H](COCC2)C (3R)-4-{3-chloro-7-[(4-methoxyphenyl)methoxy]-[1,2]thiazolo[4,5-b]pyridin-5-yl}-3-methylmorpholine